2-methyl-2-dimethylamino(4-morpholinophenyl)propan-1-one trans-diethyl-4,5-dimethylcyclohexa-3,5-diene-1,2-dicarboxylate C(C)OC(=O)[C@H]1[C@@H](C=C(C(=C1)C)C)C(=O)OCC.CC(C(=O)C1=CC=C(C=C1)N1CCOCC1)(C)N(C)C